3-thiazolecarbonyl chloride S1CN(C=C1)C(=O)Cl